CC1(CC(=CCC1)CCC=C(C)C)C=O 1-methyl-3-(4-methyl-3-penten-1-yl)-3-cyclohexene-1-carbaldehyde